trans-N-[3-[[6-(4-hydroxyphenyl)-1-tetrahydropyran-2-yl-indazol-4-yl]oxymethyl]cyclobutyl]carbamic acid tert-butyl ester C(C)(C)(C)OC(N[C@@H]1C[C@H](C1)COC1=C2C=NN(C2=CC(=C1)C1=CC=C(C=C1)O)C1OCCCC1)=O